tert-butyl 3-((2-((allyloxy)methyl)benzyl)((((di-tert-butoxyphosphoryl)oxy)methoxy)carbonyl)amino)propanoate C(C=C)OCC1=C(CN(CCC(=O)OC(C)(C)C)C(=O)OCOP(=O)(OC(C)(C)C)OC(C)(C)C)C=CC=C1